BrC1=CN=C2N1N=C(C(=C2)C=2C=NN(C2)C)O[C@@H]2CN(CC2)C(=O)OC(C)(C)C tert-Butyl (S)-3-((3-bromo-7-(1-methyl-1H-pyrazol-4-yl)imidazo[1,2-b]pyridazin-6-yl)oxy)pyrrolidine-1-carboxylate